8-[(1R)-1-[[6-Chloro-2-(3-hydroxyazetidin-1-yl)-3-pyridyl]amino]ethyl]-3,6-dimethyl-2-(3-pyridyl)chromen-4-one ClC1=CC=C(C(=N1)N1CC(C1)O)N[C@H](C)C=1C=C(C=C2C(C(=C(OC12)C=1C=NC=CC1)C)=O)C